N-(3,5-Dimethoxyphenyl)-2-ethynyl-N-(1-isopropyl-2-oxopyrrolidin-3-yl)thiazole-4-carboxamide COC=1C=C(C=C(C1)OC)N(C(=O)C=1N=C(SC1)C#C)C1C(N(CC1)C(C)C)=O